2-{[(αR)-6-{2,5-dioxo-4-[3,3,3-trifluoro-2-(trifluoromethyl)propyl]imidazolidin-1-yl}spiro[3.3]heptan-2-yl]oxy}pyridine-3-carboxamide O=C1N(C(C(N1)CC(C(F)(F)F)C(F)(F)F)=O)C1CC2(CC(C2)OC2=NC=CC=C2C(=O)N)C1